2-(3-((4-ethoxy-3-(5-methyl-4-oxo-7-propyl-3,4-dihydroimidazo[5,1-f][1,2,4]triazin-2-yl)phenyl)sulfonamido)azetidin-1-yl)ethyl nitrate [N+](=O)(OCCN1CC(C1)NS(=O)(=O)C1=CC(=C(C=C1)OCC)C1=NN2C(C(N1)=O)=C(N=C2CCC)C)[O-]